tetrafluoropropyl triflate O(S(=O)(=O)C(F)(F)F)C(CC(F)(F)F)F